6-(1-(adamantan-1-ylmethyl)-5-methyl-1H-pyrazol-4-yl)-3-(6-aminopyridin-3-yl)-3H-imidazo[4,5-b]pyridine-7-carboxylic acid methyl ester COC(=O)C1=C2C(=NC=C1C=1C=NN(C1C)CC13CC4CC(CC(C1)C4)C3)N(C=N2)C=2C=NC(=CC2)N